OC1=C(C=C(C=C1)/C=C/C(=O)C1=CC=C(C=C1)OCC=1N(C=CN1)C)[N+](=O)[O-] (E)-3-(4-Hydroxy-3-nitrophenyl)-1-[4-[(1-methylimidazol-2-yl)methoxy]phenyl]prop-2-en-1-one